BrC=1C(=NN2C1C(NCC2CC(=O)OC(C)(C)C)=O)C2=CC=NC=C2 tert-butyl 2-[3-bromo-4-oxo-2-(pyridin-4-yl)-5H,6H,7H-pyrazolo[1,5-a]pyrazin-7-yl]acetate